CC=1C(=C(C(=C(C1)S(=O)(=O)N)C)C)S(=O)(=O)N trimethylbenzene-1,4-disulfonamide